Racemic-4,6-difluoro-N-(8-fluoro-6-oxo-1,4,5,6-tetrahydro-2H-pyrano[3,4-c]isoquinolin-1-yl)-N-methyl-1H-indole-2-carboxamide FC1=C2C=C(NC2=CC(=C1)F)C(=O)N(C)[C@H]1COCC=2NC(C=3C=C(C=CC3C21)F)=O |r|